NCCNC1=C(C=C(C(=C1)OC)NC1=NC=CC(=N1)C1=CN(C2=CC=CC=C12)C)[N+](=O)[O-] N-(2-aminoethyl)-5-methoxy-N'-[4-(1-methyl-1H-indol-3-yl)-2-pyrimidinyl]-2-nitrobenzene-1,4-diamine